8-[(1S)-1-Hydroxyethyl]-6-methyl-2-(1-methylpyrazol-4-yl)chromen-4-one O[C@@H](C)C=1C=C(C=C2C(C=C(OC12)C=1C=NN(C1)C)=O)C